ClC=1C(=NC(=NC1)NC=1C=C2CCN(CC2=CC1)CCN(C)C)NC1=C(C=CC=C1)S(=O)(=O)N(C)C 2-((5-chloro-2-((2-(2-(dimethylamino)ethyl)-1,2,3,4-tetrahydroisoquinolin-6-yl)amino)pyrimidin-4-yl)amino)-N,N-dimethylbenzenesulfonamide